Hydroxy-2-(4-methoxyphenyl)propionic acid OC(C(=O)O)(C)C1=CC=C(C=C1)OC